ethyl 5-(N-(4-chloro-2-((((5-methylfuran-2-yl) methyl) amino) methyl) phenyl)-N-ethylsulfamoyl)-3-methylbenzofuran-2-carboxylate ClC1=CC(=C(C=C1)N(S(=O)(=O)C=1C=CC2=C(C(=C(O2)C(=O)OCC)C)C1)CC)CNCC=1OC(=CC1)C